dihydroisobenzofuran (phthalate) C(C=1C(C(=O)O)=CC=CC1)(=O)O.C1OCC2=CC=CC=C12